4-(5-(3,4-difluorophenyl)octahydropyrrolo[3,4-c]pyrrole-2-carbonyl)-6-nitroquinolin-2(1H)-one FC=1C=C(C=CC1F)N1CC2C(C1)CN(C2)C(=O)C2=CC(NC1=CC=C(C=C21)[N+](=O)[O-])=O